methoxyindoleacetate COC1=CC2=C(C=C1)NC=C2CC(=O)O